O[C@@H](C(=O)O)[C@H](C(=O)O)O.CN(CC(=O)N[C@@H](CCCCCC(=O)C1=NOC=C1)C=1NC(=CN1)C=1C=C2C=CN(C(C2=CC1OC)=O)CC)C (S)-2-(dimethylamino)-N-(1-(5-(2-ethyl-7-methoxy-1-oxo-1,2-dihydroisoquinolin-6-yl)-1H-imidazol-2-yl)-7-(isoxazol-3-yl)-7-oxoheptyl)acetamide (2R,3R)-2,3-dihydroxysuccinate